4-(5-{[4-(Aminomethyl)phenyl]methoxy}-1H-pyrazol-3-yl)-1-(pyrrolidin-1-carbonyl)piperidin-3-on NCC1=CC=C(C=C1)COC1=CC(=NN1)C1C(CN(CC1)C(=O)N1CCCC1)=O